C(C=C)N(C(=O)NCCC1=CC=C(C=C1)F)C=1C=NC2=C(C=CC=C2C1)F 1-allyl-3-[2-(4-fluorophenyl)ethyl]-1-(8-fluoroquinolin-3-yl)urea